1,3-dimethylimidazolium pyrrole salt N1C=CC=C1.CN1C=[N+](C=C1)C